octaethylene glycol bis(1,1,2,2-tetrafluorobutyl) ether FC(C(CC)(F)F)(F)OCCOCCOCCOCCOCCOCCOCCOCCOC(C(CC)(F)F)(F)F